BrC1=C2C(C(N(C2=C(C=C1)Cl)C)=O)=O 4-Bromo-7-chloro-1-methylindoline-2,3-dione